6-fluoro-1,3-benzothiazole-2-carbaldehyde FC1=CC2=C(N=C(S2)C=O)C=C1